(4S)-N-((R and S)-(3-chloro-2,4-difluorophenyl)(2-(difluoromethoxy)pyrimidin-5-yl)methyl)-2-oxoimidazolidine-4-carboxamide ClC=1C(=C(C=CC1F)[C@H](NC(=O)[C@H]1NC(NC1)=O)C=1C=NC(=NC1)OC(F)F)F |&1:8|